5-((4-(2,3-dichloropyridin-4-yl)piperidin-1-yl)methyl)-2-(2,4-dioxotetrahydropyrimidin-1(2H)-yl)isoindoline-1,3-dione ClC1=NC=CC(=C1Cl)C1CCN(CC1)CC=1C=C2C(N(C(C2=CC1)=O)N1C(NC(CC1)=O)=O)=O